2-(5-fluoro-2-(2-fluoroethoxy)phenyl)-2-((tetrahydro-2H-pyran-4-yl)oxy)ethanol FC=1C=CC(=C(C1)C(CO)OC1CCOCC1)OCCF